CN1N=C2C(=CC(=CC2=C1)C1=CC2=C(N=C(S2)C2CCNCC2)C(=C1)OC)C 6-(2,7-dimethyl-2H-indazol-5-yl)-4-methoxy-2-(piperidin-4-yl)-1,3-benzothiazole